bis(cyclopentadienyl)-bis[2,6-difluoro-3-((2,2-dimethylpentanoylamino)methyl)phenyl]titanium C1(C=CC=C1)[Ti](C1=C(C(=CC=C1F)CNC(C(CCC)(C)C)=O)F)(C1=C(C(=CC=C1F)CNC(C(CCC)(C)C)=O)F)C1C=CC=C1